FC(C(=O)O)(F)F.C(CC)(=O)N Propionamide 2,2,2-Trifluoroacetate